methyl β-methoxyisobutyrate COCC(C(=O)OC)C